NC1=NC=CC(=C1Cl)SC=1C=2N(C(=NC1C)N1CCC3(CC1)[C@@H](C1=CC=CC=C1C3)N[S@](=O)C(C)(C)C)C=CN2 (R)-N-((S)-1'-(8-((2-amino-3-chloropyridin-4-yl)thio)-7-methylimidazo[1,2-c]pyrimidin-5-yl)-1,3-dihydrospiro[indene-2,4'-piperidin]-1-yl)-2-methylpropan-2-sulfinamide